methyl 3-cyclopropyl-4-hydroxy-5-nitrobenzoate C1(CC1)C=1C=C(C(=O)OC)C=C(C1O)[N+](=O)[O-]